1-[4-chloro-2-fluoro-5-(trifluoromethoxy)phenyl]-3-[(1S)-1-(2-pyrimidin-2-yl-1,2,4-triazol-3-yl)ethyl]urea ClC1=CC(=C(C=C1OC(F)(F)F)NC(=O)N[C@@H](C)C=1N(N=CN1)C1=NC=CC=N1)F